5-(4-(2,4-dioxo-3,4-dihydropyrimidin-1(2H)-yl)isoquinolin-7-yloxy)valeraldehyde O=C1N(C=CC(N1)=O)C1=CN=CC2=CC(=CC=C12)OCCCCC=O